(3R,5S)-1-[2-(4-fluorophenyl)-3-(pyridin-4-yl)-3H-imidazo[4,5-b]pyridin-5-yl]-3,5-dimethylpiperazine formic acid salt C(=O)O.FC1=CC=C(C=C1)C1=NC=2C(=NC(=CC2)N2C[C@H](N[C@H](C2)C)C)N1C1=CC=NC=C1